5-(3-(1-methyl-1H-pyrazol-4-yl)-[1,1'-biphenyl]-4-yl)-3-methylenedihydrofuran-2(3H)-one CN1N=CC(=C1)C=1C=C(C=CC1C1CC(C(O1)=O)=C)C1=CC=CC=C1